(4-(diethoxymethyl)benzyl)-1-(2,4-dimethoxyphenyl)-N-methylmethylamine C(C)OC(C1=CC=C(CN(C)CC2=C(C=C(C=C2)OC)OC)C=C1)OCC